6-methoxy-1-(phenylsulfonyl)-1H-indole COC1=CC=C2C=CN(C2=C1)S(=O)(=O)C1=CC=CC=C1